FC1=CC=C(C=C1)C1(CC1)C(=O)N1CCN(C2(C1)CCN(C(CC2)=O)CC(=O)O)C 2-(4-(1-(4-fluorophenyl)cyclopropane-1-carbonyl)-1-methyl-10-oxo-1,4,9-triazaspiro[5.6]dodecan-9-yl)acetic acid